2,5-bis(4-aminobenzylidene)cyclopentan-1-one NC1=CC=C(C=C2C(C(CC2)=CC2=CC=C(C=C2)N)=O)C=C1